(6S,9S)-N-benzyl-6-(4-hydroxybenzyl)-2,9-dimethyl-4,7-dioxo-8-(quinoline-8-ylmethyl)octahydro-1H-pyrazino[2,1-c][1,2,4]triazine-1-carboxamide C(C1=CC=CC=C1)NC(=O)N1N(CC(N2C1[C@@H](N(C([C@@H]2CC2=CC=C(C=C2)O)=O)CC=2C=CC=C1C=CC=NC21)C)=O)C